(2R,3S)-3-[(ethanesulfonyl)methyl]-2-methylazetidine C(C)S(=O)(=O)C[C@@H]1[C@H](NC1)C